COC1=CC=C(C=C1)C(C)(C)C=1N=C(SC1)NC(NCC1=CC=C(C(=O)NC2CCNCC2)C=C1)=O 4-((3-(4-(2-(4-methoxyphenyl)propan-2-yl)thiazol-2-yl)ureido)methyl)-N-(piperidin-4-yl)benzamide